ClC=1C=C(C=CC1C#C)C(=O)N1CC2(C1)CC(C2)N(C=2C1=C(N=CN2)NC=C1)C (3-Chloro-4-ethynylphenyl)(6-(methyl(7H-pyrrolo[2,3-d]pyrimidin-4-yl)amino)-2-azaspiro[3.3]heptan-2-yl)methanon